OCC([C@H](C[C@@H]1C(NCC1)=O)NC(=O)[C@H]1N(C2CCC1CC2)C(=O)C2(C1=CC=CC=C1C=1C=CC=CC21)O)=O (S)-N-((S)-4-hydroxy-3-oxo-1-((R)-2-oxopyrrolidin-3-yl)butan-2-yl)-2-(9-hydroxy-9H-fluorene-9-carbonyl)-2-azabicyclo[2.2.2]octane-3-carboxamide